ClC1=C(C(=CC(=C1)Cl)Cl)S(=O)(=O)O 2,4,6-trichlorobenzenesulfonic acid